4-(N,N-dimethylamino)-styrene CN(C)C1=CC=C(C=C)C=C1